C(C)(C)(C)C1=CC=C(C=C1)/C=C/C(=O)C1=CC=C(C=C1)S(=O)(=O)N(CC(=O)O)C 2-[[4-[(E)-3-(4-Tert-butylphenyl)prop-2-enoyl]phenyl]sulfonyl-methylamino]acetic acid